NC1=NC(=C2C(=N1)N(N=C2)CC2=C(C=C(C=C2)[N+](=O)[O-])F)C=2C=NC=C(C#N)C2 5-(6-Amino-1-(2-Fluoro-4-Nitrobenzyl)-1h-Pyrazolo[3,4-D]Pyrimidin-4-Yl)Nicotinonitrile